1,2-dithiolane-3-nonanoic acid S1SC(CC1)CCCCCCCCC(=O)O